2,5-diethylfuran-3-amine hydrochloride Cl.C(C)C=1OC(=CC1N)CC